C(C)(C)C1=CNC2=CC=C(C=C12)C(=O)N1CC2C(C1)CN(C2)C(=O)OC(C)(C)C tert-butyl 5-(3-isopropyl-1H-indole-5-carbonyl)hexahydropyrrolo[3,4-c]pyrrole-2(1H)-carboxylate